(2S,3R,4S,5R,6R)-3,4,5-trihydroxy-6-(hydroxymethyl)oxane O[C@@H]1CO[C@@H]([C@@H]([C@H]1O)O)CO